(R)-2-ethyl-10-methyl-2,3-dihydro-[1,4]oxazepino[7,6-g]quinolin C(C)[C@H]1OC2=CC=3C(=CC=NC3C=C2C=NC1)C